NC=1SC(=C(N1)C=1C(=C(C=CC1)NC(C)=O)F)C1=NC(=NC=C1)SC N-(3-(2-amino-5-(2-(methylthio)pyrimidin-4-yl)thiazol-4-yl)-2-fluorophenyl)acetamide